1-[5-tert-butyl-2-(4-methylphenyl)-2H-pyrazol-3-yl]-3-[4-(2-morpholinoethoxy)-1-naphthyl]urea C(C)(C)(C)C=1C=C(N(N1)C1=CC=C(C=C1)C)NC(=O)NC1=CC=C(C2=CC=CC=C12)OCCN1CCOCC1